2-fluoro-N,N-bis[(4-methoxyphenyl)methyl]-5-methyl-3-(4,4,5,5-tetramethyl-1,3,2-dioxaborolan-2-yl)-4-(trifluoromethyl)aniline FC1=C(N(CC2=CC=C(C=C2)OC)CC2=CC=C(C=C2)OC)C=C(C(=C1B1OC(C(O1)(C)C)(C)C)C(F)(F)F)C